7-nitro-4-(tetrahydro-2H-pyran-4-yl)-3,4-dihydro-2H-benzo[b][1,4]oxazine [N+](=O)([O-])C=1C=CC2=C(OCCN2C2CCOCC2)C1